((4-(acryloyloxy)butyl)amino)(amino)methaniminium C(C=C)(=O)OCCCCNC(=[NH2+])N